BrC=1C=C(C2=C(NC(=N2)CCl)C1)C(=O)OC methyl 6-bromo-2-(chloromethyl)-1H-benzo[d]imidazole-4-carboxylate